C(#N)C1=CC(=C(CNC2=CC=CC(=N2)C2CCN(CC2)[C@@H](C)C2=NC3=C(N2C[C@H](C)C2CO2)C=C(C=C3)C(=O)O)C=C1)F 2-((S)-1-(4-(6-((4-cyano-2-fluorobenzyl)amino)pyridin-2-yl)piperidin-1-yl)ethyl)-1-(((S)-Epoxybutan-2-yl)methyl)-1H-benzo[d]imidazole-6-carboxylic acid